COC(C1=C(C=C(C(=C1)F)C1=CC=CC=2CN(COC21)C(C2=C(C=C(C=C2Cl)C=2C=NN(C2)C)Cl)=O)N2C1COCC2CC1)=O 4-[3-[2,6-dichloro-4-(1-methylpyrazol-4-yl)benzoyl]-2,4-dihydro-1,3-benzoxazin-8-yl]-5-fluoro-2-(3-oxa-8-azabicyclo[3.2.1]oct-8-yl)benzoic acid methyl ester